4-TBDMS-HYDROXYMETHYLPHENYLBORONIC ACID B(C1=CC=C(C=C1)CO[Si](C)(C)C(C)(C)C)(O)O